methyl 1-(tosyloxy)-3,6,9,12,15-pentaoxaoctadecan-18-oate S(=O)(=O)(C1=CC=C(C)C=C1)OCCOCCOCCOCCOCCOCCC(=O)OC